NCC(C(=O)N1C(CN(CC1)[C@H](C(=O)NC1=NC=C(N=C1)OC1=C(C=C(C=C1)F)F)C)(C)C)CN (S)-2-(4-(3-amino-2-(aminomethyl)propanoyl)-3,3-dimethylpiperazin-1-yl)-N-(5-(2,4-difluorophenoxy)pyrazin-2-yl)propanamide